CC(CCN1N=CC(=C1)C=1C(=NC=C(C1)SC)C1=CC=C2C=CC=NC2=C1)C 7-{3-[1-(3-Methylbutyl)-1H-pyrazol-4-yl]-5-(methylsulfanyl)pyridin-2-yl}chinolin